CN1N=C(C=C1)C1=CC(=C(C#N)C=C1)CNC1=NN2C(NC(=CC2=O)CCC)=N1 4-(1-methylpyrazol-3-yl)-2-[[(7-oxo-5-propyl-4H-[1,2,4]-triazolo[1,5-a]pyrimidin-2-yl)amino]methyl]benzonitrile